6-Fluoro-4-[[(1-methylcyclobutyl)amino]methyl]benz[cd]indol-2(1H)-one FC=1C=2C3=C(C(NC3=CC1)=O)C=C(C2)CNC2(CCC2)C